BrC=1C=CC=2N(C1)C(=CN2)C#C 6-bromo-3-ethynylimidazo[1,2-a]pyridine